NC1=C2C(=NC=N1)N(N=C2C2=CC=C(C=C2)OC2=CC=CC=C2)[C@H]2CN(CCC2)CC=2C=C1C(N(C(C1=CC2)=O)C2C(NC(CC2)=O)=O)=O 5-(((R)-3-(4-amino-3-(4-phenoxyphenyl)-1H-pyrazolo[3,4-d]pyrimidin-1-yl)piperidin-1-yl)methyl)-2-(2,6-dioxopiperidin-3-yl)isoindoline-1,3-dione